OCC1=C2C(=NC(=C1)C(=O)NC1=CC(=CC=C1)C1(CC(C1)C)C1=NN=CN1C)C(CC2)(C)C 4-(hydroxymethyl)-7,7-dimethyl-N-(3-((1s,3s)-3-methyl-1-(4-methyl-4H-1,2,4-triazol-3-yl)cyclobutyl)phenyl)-6,7-dihydro-5H-cyclopenta[b]pyridine-2-carboxamide